O=C(C(=O)NC=1C2=C(C=NC1)C=NN2)N2[C@H](CC[C@@H](C2)C)C=2C=CC1=CN(N=C1C2)[C@@H]2[C@H](CN(CC2)C)C |r| oxo-N-(1H-pyrazolo[4,3-c]pyridin-7-yl)-2-[rac-(2R,5S)-5-methyl-2-[2-[rac-(3S,4S)-1,3-dimethyl-4-piperidyl]indazol-6-yl]-1-piperidyl]acetamide